3-(1-((1-ethyl-1H-pyrazolo[4,3-b]pyridin-6-yl)ethyl)phenyl)-5-methylnicotinamide C(C)N1N=CC2=NC=C(C=C21)CCC2(CC=CC=C2)C2(C(=O)N)CN=CC(=C2)C